2-(((2R,3S,4R,5R)-5-(2-chloro-6-(isopropylamino)-9H-purin-9-yl)-3-ethynyl-3,4-dihydroxytetrahydrofuran-2-yl)methoxy)-2-(thiazol-4-yl)-3-(thiophen-3-yl)propionic acid ClC1=NC(=C2N=CN(C2=N1)[C@H]1[C@@H]([C@@]([C@H](O1)COC(C(=O)O)(CC1=CSC=C1)C=1N=CSC1)(O)C#C)O)NC(C)C